2,2-bis(4-hydroxyphenyl)propane ethyl-4-amino-3-bromo-1-(4-cyanophenyl)-1H-pyrazole-5-carboxylate C(C)OC(=O)C1=C(C(=NN1C1=CC=C(C=C1)C#N)Br)N.OC1=CC=C(C=C1)C(C)(C)C1=CC=C(C=C1)O